CC1(OCC2OC2CO1)C 4,4-dimethyl-3,5,8-trioxabicyclo[5.1.0]octane